[Cl-].[NH4+].[Br-].C(C1=CC=CC=C1)[N+]1=CC=C(C=C1)C1=CC=C(S1)C=1SC(=CC1)C1=CC=[N+](C=C1)CC1=CC=C(C=C1)C=C 1-Benzyl-4-(5'-(1-(4-vinylbenzyl)pyridin-1-ium-4-yl)-[2,2'-bithiophene]-5-yl)pyridin-1-ium bromide ammonium chloride